tert-butyl (6-chloro-2-(3,3-difluorocyclobutane-1-carbonyl)thieno[2,3-b]pyridin-3-yl)carbamate ClC1=CC=C2C(=N1)SC(=C2NC(OC(C)(C)C)=O)C(=O)C2CC(C2)(F)F